[Si+4].[O-]S(=O)(=O)C(F)(F)F.[O-]S(=O)(=O)C(F)(F)F.[O-]S(=O)(=O)C(F)(F)F.[O-]S(=O)(=O)C(F)(F)F triflate silicon